C(C(=O)O)(=O)O.N1CCC12COC2 6-oxa-1-azaspiro[3.3]heptane oxalate salt